1-{3-amino-6-[4-(4-methylpiperazin-1-yl)phenyl]pyrazin-2-yl}pyrazole-4-carboxamide NC=1C(=NC(=CN1)C1=CC=C(C=C1)N1CCN(CC1)C)N1N=CC(=C1)C(=O)N